2-(2,8-dimethylimidazo[1,2-a]pyridin-6-yl)-7-(piperidin-4-yl)-4H-pyrimido[1,2-b]pyridazin-4-one CC=1N=C2N(C=C(C=C2C)C=2N=C3N(N=C(C=C3)C3CCNCC3)C(C2)=O)C1